tert-Butyl (7-fluorobenzo[d]isothiazol-6-yl)carbamate FC1=C(C=CC=2C=NSC21)NC(OC(C)(C)C)=O